6-((1R,4R)-2-Oxa-5-azabicyclo[2.2.1]heptan-5-yl)-N-(2-((R)-4-cyano-thiazolidin-3-yl)-2-oxoethyl)quinoline-4-carboxamide [C@H]12OC[C@H](N(C1)C=1C=C3C(=CC=NC3=CC1)C(=O)NCC(=O)N1CSC[C@H]1C#N)C2